5-(thien-2-ylethynyl)pyrido[2,3-d]pyrimidin-7-one S1C(=CC=C1)C#CC=1CC(N=C2N=CN=CC21)=O